COC(=O)N1CC2(CC2CC1)C1=NC2=CC(=NC=C2C=C1)CNC(=O)OC(C)(C)C 1-(7-(((tert-butoxycarbonyl)amino)methyl)-1,6-naphthyridin-2-yl)-3-azabicyclo[4.1.0]heptane-3-carboxylic acid methyl ester